tert-butyl 4-[1-[4-fluoro-2-(trifluoromethyl) phenyl] ethyl]-5H,6H,7H,8H-pyrido[3,4-d]pyrimidine-7-carboxylate FC1=CC(=C(C=C1)C(C)C=1C2=C(N=CN1)CN(CC2)C(=O)OC(C)(C)C)C(F)(F)F